2-((2-Ethyl-6-fluoro-5-(piperazin-1-yl)pyrazolo[1,5-a]pyridin-3-yl)(methyl)amino)-4-(4-Fluorophenyl-2,3,5,6-d4)thiazole-5-carbonitrile C(C)C1=NN2C(C=C(C(=C2)F)N2CCNCC2)=C1N(C=1SC(=C(N1)C1=C(C(=C(C(=C1[2H])[2H])F)[2H])[2H])C#N)C